O=S1(N=C2N(CC1)C=CC=C2C2=CC=C(C=C2)C(C)=O)=O 1-[4-(2,2-dioxido-3,4-dihydropyrido[2,1-c][1,2,4]thiadiazin-9-yl)phenyl]ethanone